3,4-dihydroxybenzeneethanol acetate C(C)(=O)OCCC1=CC(=C(C=C1)O)O